methyl 4-oxo-6-phenyl-5-aza-spiro[2.4]heptane-7-carboxylate O=C1C2(CC2)C(C(N1)C1=CC=CC=C1)C(=O)OC